2-(4-chloro-3-fluorophenoxy)-N-(3-{4-[(4-chloro-3-fluorophenoxy)methyl]-1H-imidazol-2-yl}bicyclo[1.1.1]pentan-1-yl)acetamide ClC1=C(C=C(OCC(=O)NC23CC(C2)(C3)C=3NC=C(N3)COC3=CC(=C(C=C3)Cl)F)C=C1)F